2-(3-(2'-fluoro-[1,1'-biphenyl]-3-yl)-5-hydroxy-1H-pyrazol-1-yl)thiazole-4-carboxylic acid FC1=C(C=CC=C1)C1=CC(=CC=C1)C1=NN(C(=C1)O)C=1SC=C(N1)C(=O)O